BrC=1C=C2C=CC(=CC2=CC1)NC1CCC(CC1)NC(OC(C)(C)C)=O tert-butyl (4-((6-bromonaphthalen-2-yl)amino)cyclohexyl)carbamate